N-((3R,4R)-5,5-dimethyl-2-(1-(1-methyl-6-oxo-1,6-dihydropyridin-3-yl)-1H-indazol-5-yl)-1,1-dioxido-3-phenylisothiazolidin-4-yl)cyclopropanecarboxamide CC1([C@@H]([C@H](N(S1(=O)=O)C=1C=C2C=NN(C2=CC1)C1=CN(C(C=C1)=O)C)C1=CC=CC=C1)NC(=O)C1CC1)C